(3S,4R,5R,6S)-6-cyclopropyltetrahydro-2H-pyran-2,3,4,5-tetrayl tetraacetate C(C)(=O)OC1O[C@H]([C@H]([C@H]([C@@H]1OC(C)=O)OC(C)=O)OC(C)=O)C1CC1